(2E,6Z)-1,1-diethoxy-2,6-nonadiene C(C)OC(\C=C\CC\C=C/CC)OCC